C[NH2+]C.CC1=CC=C(OC(C(=O)[O-])(C)Cl)C=C1 4-methyl-chlorophenoxypropionic acid dimethyl-ammonium salt